N1(CCCCCC1)CC(=O)NC1=C(SC=C1C)C(=O)OC methyl 3-(2-(azepan-1-yl)acetamido)-4-methylthiophene-2-carboxylate